OC1=C(C=CC=C1)C1=CC2=C(N=N1)NC(=C2C)C2CCNCC2 4-[3-(2-hydroxyphenyl)-5-methyl-7H-pyrrolo[2,3-c]Pyridazin-6-yl]Piperidine